8-isopropyl-N2-(tetrahydro-2H-pyran-4-yl)-N4-(4-((tetrahydrofuran-3-yl)oxy)benzyl)pyrazolo[1,5-a][1,3,5]triazine-2,4-diamine C(C)(C)C=1C=NN2C1N=C(N=C2NCC2=CC=C(C=C2)OC2COCC2)NC2CCOCC2